4-((S)-2-((S)-2-(4-(1-(26-azido-3,6,9,12,15,18,21,24-octaoxahexacosyl)piperidin-4-yl)butanamido)-3-methylbutanamido)propanamido)benzyl (4-nitrophenyl) carbonate C(OCC1=CC=C(C=C1)NC([C@H](C)NC([C@H](C(C)C)NC(CCCC1CCN(CC1)CCOCCOCCOCCOCCOCCOCCOCCOCCN=[N+]=[N-])=O)=O)=O)(OC1=CC=C(C=C1)[N+](=O)[O-])=O